FC1CC(CC1F)(C(=O)OCC1=CC=CC=C1)C(=O)OC 1-Benzyl 1-methyl 3,4-difluorocyclopentane-1,1-dicarboxylate